N(=C=O)CC(CCN=C=O)=O 1,4-diisocyanato-butanone